isopropyl trans-N-[4-[5-[2-(ethylsulfamoyl)-4-[(1-isobutyl-azetidin-3-yl)amino]phenyl]thiazol-2-yl]cyclohexyl]carbamate C(C)NS(=O)(=O)C1=C(C=CC(=C1)NC1CN(C1)CC(C)C)C1=CN=C(S1)[C@@H]1CC[C@H](CC1)NC(OC(C)C)=O